P(O)(=O)(OP(=O)(O)OP(=O)(O)O)OC[C@@H]1[C@H]([C@H]([C@@H](O1)N1C=NC=2C(=N)N(C=NC12)C)O)O N1-methyl-adenosine triphosphate